(-)-monomethyl glutarate C(CCCC(=O)[O-])(=O)OC